3-methyl-2-vinylpyridine CC=1C(=NC=CC1)C=C